OCC(C(C)O)CC(C(C)O)CO 3,5-bis(hydroxymethyl)-2,6-heptanediol